N-(2,4-dichlorophenyl)pyrrolidine-2-carboxamide methyl-(E)-3-(2-ethoxyvinyl)-5,6-dimethylpyrazine-2-carboxylate COC(=O)C1=NC(=C(N=C1\C=C\OCC)C)C.ClC1=C(C=CC(=C1)Cl)NC(=O)C1NCCC1